4-(2-((6-((6S,8R)-8-methyl-2-oxo-7-(2,2,2-trifluoroethyl)-2,3,6,7,8,9-Hexahydrooxazolo[5,4-f]isoquinolin-6-yl)pyridin-3-yl)oxy)ethyl)piperazine-1-carboxylic acid tert-Butyl ester C(C)(C)(C)OC(=O)N1CCN(CC1)CCOC=1C=NC(=CC1)[C@H]1N([C@@H](CC2=C3C(=CC=C12)NC(O3)=O)C)CC(F)(F)F